O=CNCCOCCOCCOCCC(=O)[O-] 1-oxo-5,8,11-trioxa-2-azatetradecane-14-ate